6-[3-(Difluoromethoxy)-4-fluoro-phenyl]-1-(pyrimidin-5-ylmethyl)pyrazolo[4,3-b]pyridine FC(OC=1C=C(C=CC1F)C=1C=C2C(=NC1)C=NN2CC=2C=NC=NC2)F